(2R,3R)-3-((S)-1-((3R,4S,5S)-4-((S)-2-amino-N,3-dimethylbutyramido)-3-methoxy-5-methylheptanoyl)pyrrolidin-2-yl)-3-methoxy-2-methylpropanoic acid methyl ester COC([C@@H]([C@@H](OC)[C@H]1N(CCC1)C(C[C@H]([C@H]([C@H](CC)C)N(C([C@H](C(C)C)N)=O)C)OC)=O)C)=O